C(C)(C)(C)C=1C(=C(C(=O)OCCCCCCCC)C=C(C1O)C(C)(C)C)O octyl 3,5-di-tert-butyl-4-hydroxy-hydroxybenzoate